C(C(C)C)OC1=CC=C(CNC(N(CCC=2N=CN(C2)C)CC2=CC=C(C=C2)F)=O)C=C1 3-(4-Isobutoxy-benzyl)-1-(4-fluoro-benzyl)-1-[2-(1-methyl-1H-imidazol-4-yl)-ethyl]-urea